O=C\1N(C2=CC=CC=C2/C1=C\CCCC1=C(C(=O)O)C=CC=C1)C1=CC=CC=C1 (E)-2-(4-(2-oxo-1-phenylindolin-3-ylidene)butyl)benzoic acid